[Cl-].ClCC(C[N+](C)(C)CCOC(C(=C)C)=O)O (3-chloro-2-hydroxypropyl)methacryloxyethyldimethyl-ammonium chloride